C(C)OC(=O)C=1N=C(SC1)C(C)(OCC)OCC 2-(1,1-diethoxyethyl)thiazole-4-carboxylic acid ethyl ester